tert-butyl 6-((8-(bicyclo[1.1.1]pent-1-yl)-6-cyano-7-oxo-7,8-dihydropyrido[2,3-d]pyrimidin-2-yl) amino)-3,4-dihydroisoquinoline-2(1H)-carboxylate C12(CC(C1)C2)N2C(C(=CC1=C2N=C(N=C1)NC=1C=C2CCN(CC2=CC1)C(=O)OC(C)(C)C)C#N)=O